C(C)(C)(C)OC(=O)NCC(C(=O)NC=1SC(=C(N1)C)C(=O)OCC)C ethyl 2-[[3-(tert-butoxycarbonylamino)-2-methyl-propanoyl]amino]-4-methyl-thiazole-5-carboxylate